FC=1C=C(C=CC1OC(F)(F)F)N1C=2N(C[C@@H](C1)CNC(C=C)=O)N=CC2 |o1:16| (R)- or (S)-N-((4-(3-fluoro-4-(trifluoromethoxy)phenyl)-4,5,6,7-tetrahydropyrazolo[1,5-a]pyrimidin-6-yl)methyl)acrylamide